3-[(3-amino-2-fluoro-phenyl)methyl]-7-[(3-fluoro-2-pyridinyl)oxy]-4-methyl-chromen-2-one NC=1C(=C(C=CC1)CC=1C(OC2=CC(=CC=C2C1C)OC1=NC=CC=C1F)=O)F